4-({(2R,5S)-5-[3-(4-chloro-1H-pyrrol-2-yl)-1,2,4-oxadiazol-5-yl]-2-methylpiperidin-1-yl}carbonyl)-2-fluoropyridine ClC=1C=C(NC1)C1=NOC(=N1)[C@H]1CC[C@H](N(C1)C(=O)C1=CC(=NC=C1)F)C